(R)-4-(3-chloro-4-(6-(1-methylcyclopropoxy)-9-((4-methylpyridin-2-yl)methyl)-9H-purin-8-yl)phenoxy)pyrrolidin-2-one ClC=1C=C(O[C@@H]2CC(NC2)=O)C=CC1C=1N(C2=NC=NC(=C2N1)OC1(CC1)C)CC1=NC=CC(=C1)C